C(C1=CC=C(C(=O)OCC(CCCCC)CCC)C=C1)(=O)OCC(CCCCC)CCC di(2-propylheptyl) terephthalate